Cl.CC(CCN(C)C)N=C=N 1-methyl-3-dimethylaminopropyl-carbodiimide hydrochloride